(2S,3R,4R,5S,6R)-2-[4-chloro-3-[(4-ethoxyphenyl)methyl]phenyl]-6-(hydroxymethyl)oxane ClC1=C(C=C(C=C1)[C@H]1O[C@H](CCC1)CO)CC1=CC=C(C=C1)OCC